CN1CCN(CC1)CCCN1CCN(C2=CC=CC=C12)C1=CC=NC=C1 3-(4-methylpiperazin-1-yl)-1-(4-(pyridin-4-yl)-3,4-dihydroquinoxalin-1(2H)-yl)propan